ClC1=CC=C(C=C1)C(CC(=O)O)CC(=O)O 3-(4-chlorophenyl)glutaric acid